aminopropyl-ethyl-dimethyl-ammonium sulfate S(=O)(=O)([O-])[O-].NCCC[N+](C)(C)CC.NCCC[N+](CC)(C)C